2-hexyldecyl 6-(8-bromo-N-methyloctanamido)hexanoate BrCCCCCCCC(=O)N(C)CCCCCC(=O)OCC(CCCCCCCC)CCCCCC